3β-Amino-5-cholestene N[C@@H]1CC2=CC[C@H]3[C@@H]4CC[C@H]([C@@H](CCCC(C)C)C)[C@]4(CC[C@@H]3[C@]2(CC1)C)C